O1CC(CC1)N1N=CC=C1N 1-(tetrahydrofuran-3-yl)-1H-pyrazol-5-amine